C(C)(C)(C)OC(NC1(CCN(CC1)C1=NC=C(C=C1)C1=C2C=CC=NC2=CC(=N1)Cl)CO)=O (1-(5-(7-Chloro-1,6-naphthyridin-5-yl)pyridin-2-yl)-4-(hydroxymethyl)piperidin-4-yl)carbamic acid tert-butyl ester